4-amino-3-cyano-N-(3-(2-(methoxymethyl)-1-methyl-6-(trifluoromethyl)-1H-benzo[d]imidazol-5-yl)phenyl)benzamide NC1=C(C=C(C(=O)NC2=CC(=CC=C2)C2=CC3=C(N(C(=N3)COC)C)C=C2C(F)(F)F)C=C1)C#N